7-methoxypyridino[2,3-d]pyrimidin COC=1C=CC2=C(N=CN=C2)N1